cyclohexyl ((4-(tert-butyl)phenoxy)(perfluorophenoxy)phosphoryl)-L-alaninate C(C)(C)(C)C1=CC=C(OP(=O)(OC2=C(C(=C(C(=C2F)F)F)F)F)N[C@@H](C)C(=O)OC2CCCCC2)C=C1